COC1=C(C=CC=C1)NC1=NC=CC(=N1)\N=C\C1C(OC(OC1=O)(C)C)=O 5-[(1E)-({2-[(2-methoxyphenyl)amino]pyrimidin-4-yl}imino)methyl]-2,2-dimethyl-1,3-dioxane-4,6-dione